C(C)(C)(C)C=1C=C(CN(C(CN(S(=O)(=O)C2=C(C(=C(C(=C2F)F)F)F)F)CC2=NC=C(C=C2F)Cl)=O)C2=C(C=C(C(=O)O)C=C2)OC)C=C(C1)C1CC1 4-(N-(3-(tert-butyl)-5-cyclopropylbenzyl)-2-(N-((5-chloro-3-fluoropyridin-2-yl)methyl)-(2,3,4,5,6-pentafluorophenyl)sulfonamido)acetamido)-3-methoxybenzoic acid